3-{[2-(4-chlorophenyl)imidazo[1,2-a]pyrimidin-3-yl]methyl}-N-ethyl-N-(4-methylphenyl)-3,8-diazabicyclo[3.2.1]octane-8-carboxamide ClC1=CC=C(C=C1)C=1N=C2N(C=CC=N2)C1CN1CC2CCC(C1)N2C(=O)N(C2=CC=C(C=C2)C)CC